COC(\C=C\CC[C@@H](C(=O)NC=1C(N(C=CC1)CCCNC12CC3CC(CC(C1)C3)C2)=O)NC(=O)C=2N(C=C(C2)C#N)C)=O (S,E)-Methyl-6-(4-cyano-1-methyl-1H-pyrrol-2-carboxamido)-7-(1-(3-(1-adamantylamino)propyl)-2-oxo-1,2-dihydropyridin-3-ylamino)-7-oxohept-2-enoat